3-chloro-6-(6-(methyl(2,2,6,6-tetramethylpiperidin-4-yl)amino)pyridazin-3-yl)quinolin-7-ol hydrochloride salt Cl.ClC=1C=NC2=CC(=C(C=C2C1)C=1N=NC(=CC1)N(C1CC(NC(C1)(C)C)(C)C)C)O